S1C(=C(C=C1)C(=O)[O-])C(=O)ONC(NC1=C(C=C(C(=C1)CN1CCOC2=C1C=C(C=C2)F)OC)F)=O ({{2-fluoro-5-[(6-fluoro-2,3-dihydro-1,4-benzoxazin-4-yl) methyl]-4-methoxyphenyl} carbamoyl} amino) thiophene-2,3-dicarboxylate